C(C)(C)(C)OC(=O)N1CCN(CC1)C1=NC=CC(=N1)C1=CC2=C(OCCO2)C=C1 4-(4-(2,3-Dihydrobenzo[b][1,4]Dioxin-6-yl)pyrimidin-2-yl)piperazine-1-carboxylic acid tert-butyl ester